COC=1C=CC(=C(C1)N1CC2CCC(C1)N2C(=O)OC(C)(C)C)C2=NC(=NO2)C2=CC=C(C=C2)C=2N(C=C(N2)C(F)(F)F)C tert-butyl 3-(5-methoxy-2-(3-(4-(1-methyl-4-(trifluoromethyl)-1H-imidazol-2-yl)phenyl)-1,2,4-oxadiazol-5-yl)phenyl)-3,8-diazabicyclo[3.2.1]octane-8-carboxylate